BrCCOCCN1N=CC(=C1)C1=C(N=NC(=C1)C1=C(C=CC=C1)OCOC)N 4-[1-[2-(2-bromoethoxy)ethyl]pyrazol-4-yl]-6-[2-(methoxymethoxy)phenyl]pyridazin-3-amine